3-(2-(benzyloxy)-4-fluorophenyl)pentane-1,5-diol C(C1=CC=CC=C1)OC1=C(C=CC(=C1)F)C(CCO)CCO